C(C)(C)(C)C1(NC(=CC=C1)C(C)(C)C)C1=NC=CC=C1 2,6-di-tert-butylbipyridine